N-CARBAMYL-ALPHA-AMINO-ISOBUTYRIC ACID C(N)(=O)NC(C(=O)O)(C)C